1-(2,2-Difluoropropyl)-4-phenylpiperidine FC(CN1CCC(CC1)C1=CC=CC=C1)(C)F